6-((3-((5-fluoro-2-((4-(2-methoxyethoxy)phenyl)amino)pyrimidin-4-yl)amino)phenyl)amino)N-hydroxyhexanamide FC=1C(=NC(=NC1)NC1=CC=C(C=C1)OCCOC)NC=1C=C(C=CC1)NCCCCCC(=O)NO